(R)-2-(3-isopropyl-2-(2-methylpyridin-4-yl)-1H-indol-5-yl)-5-(pyrrolidin-2-ylmethyl)-1,3,4-oxadiazole C(C)(C)C1=C(NC2=CC=C(C=C12)C=1OC(=NN1)C[C@@H]1NCCC1)C1=CC(=NC=C1)C